di(3,5,5-trimethylhexyl) isophthalate C(C1=CC(C(=O)OCCC(CC(C)(C)C)C)=CC=C1)(=O)OCCC(CC(C)(C)C)C